C[Si](CCOCN1C=NC(=C1)N)(C)C 1-((2-(trimethylsilyl)ethoxy)methyl)-1H-imidazol-4-amine